[Si](C)(C)(C(C)(C)C)OCC(O)C1=C(C=C(C=C1)Cl)F 2-((tert-butyldimethylsilyl)oxy)-1-(4-chloro-2-fluorophenyl)ethan-1-ol